FC(C(=O)O)(F)F.ClC1=C(C=CC(=C1)Cl)NC1=NC=NC2=CC(=C(C=C12)OC1CCNCC1)OC N-(2,4-dichlorophenyl)-7-methoxy-6-(piperidin-4-yloxy)quinazolin-4-amine trifluoroacetate